2-(6-bromo-2,3-dihydro-1H-indene-1-ylidene)acetonitrile BrC1=CC=C2CCC(C2=C1)=CC#N